Trifluoroacetic acid, n-octadecyl ester FC(C(=O)OCCCCCCCCCCCCCCCCCC)(F)F